Ammonium 3,5-di-tert-butyl-4-hydroxybenzenesulfonate C(C)(C)(C)C=1C=C(C=C(C1O)C(C)(C)C)S(=O)(=O)[O-].[NH4+]